C(C)(C)(C)C1=CC=C(C=C1)C1=NC(=NN1C)CN1CC2(CCC2)CC1 6-((5-(4-(tert-butyl)phenyl)-1-methyl-1H-1,2,4-triazol-3-yl)methyl)-6-azaspiro[3.4]octane